N[C@@H](CN1C=NC(=C1)C1=CC=C(C(=O)N2C[C@H]([C@@H](C2)C(=O)N[C@@H]2[C@H](C2)C2=CC=CC=C2)C(=O)N[C@@H]2[C@H](C2)C2=CC=CC=C2)C=C1)C(=O)NCCCCCC (3S,4S)-1-(4-(1-((S)-2-amino-3-(hexylamino)-3-oxopropyl)-1H-imidazol-4-yl)benzoyl)-N3,N4-bis((1S,2R)-2-phenylcyclopropyl)pyrrolidine-3,4-dicarboxamide